O.[Br-].N12CCCC(CC1)C2 azabicyclo[3.2.1]octane Bromide monohydrate